5-[8-[(1R)-1-Aminoethyl]-3,6-dimethyl-4-oxo-chromen-2-yl]-1-methyl-pyridin-2-one N[C@H](C)C=1C=C(C=C2C(C(=C(OC12)C=1C=CC(N(C1)C)=O)C)=O)C